FC(C1=CC(=NN1CC(=O)NCCO)C1=NC(=NO1)C1(CC1)C1=C(C=CC=C1)C)F (S)-2-(5-(difluoromethyl)-3-(3-(1-(o-tolyl)cyclopropyl)-1,2,4-oxadiazol-5-yl)-1H-pyrazol-1-yl)-N-(2-hydroxyethyl)acetamide